2-((4-((4-(4-Aminobutyl)piperazin-1-yl)sulfonyl)-2-fluorophenyl)amino)-7-(1-cyclopropyl-1H-pyrazol-4-yl)-3-methyl-4H-pyrido[1,2-a]pyrimidin-4-one NCCCCN1CCN(CC1)S(=O)(=O)C1=CC(=C(C=C1)NC=1N=C2N(C(C1C)=O)C=C(C=C2)C=2C=NN(C2)C2CC2)F